BrC=1C=C(C=CC1)N(C1=NC(NC2=CC(=CC=C12)Cl)=NN)C N-(3-bromophenyl)-7-chloro-2-hydrazono-N-methyl-1,2-dihydroquinazolin-4-amine